ClC1=NC=C(C(=N1)C1=CNC2=C(C=CC=C12)[N+](=O)[O-])C 3-(2-chloro-5-methylpyrimidin-4-yl)-7-nitro-1H-indole